C(C(O)CO)C(C(=O)OC(COC(CCCCCCCCCCCCCCC(C)C)=O)C)CCCCCCCCCCCCCC(C)C propylene glycol isostearate glyceryl-isostearate